C(C#C)(=O)C1=CC=C(OC=2C=C(C=CC2)C(C#C)=O)C=C1 1-(3-(4-Propioloylphenoxy)phenyl)prop-2-yn-1-one